C(C=C)(=O)OCCCCC[Si](C)(C)Cl acryloxypentylchlorodimethylsilane